ClC=1C(=NC(=NC1)NC=1C=C(C=NC1)N1C(CCC1)=O)C1CN(CCC1)C1CC1 1-(5-((5-chloro-4-(1-cyclopropylpiperidin-3-yl)pyrimidin-2-yl)amino)pyridin-3-yl)pyrrolidine-2-one